methyl 3-(1-cyanocyclopropyl)thiophene-2-carboxylate C(#N)C1(CC1)C1=C(SC=C1)C(=O)OC